C(C1=CC=CC=C1)(=O)C1=C(C(=O)N(N)C(C)(C)C)C=CC=C1 benzoyl-N-tert-butylbenzohydrazide